[Si](C)(C)(C(C)(C)C)OCCCCOC=1C=C(N)C=CC1 3-{4-[(tert-butyldimethylsilyl)oxy]butoxy}aniline